(S)-3-amino-γ-butyrolactone hydrochloride Cl.N[C@H]1CC(=O)OC1